ClC1=CC(=C(C=C1)C1=NC(=CC=2N=C(N(C(C21)=O)C)C)N2C[C@@H](CCC2)C=2C=NN(C2)C)F 5-(4-chloro-2-fluorophenyl)-2,3-dimethyl-7-((3S)-3-(1-methyl-1H-pyrazol-4-yl)-1-piperidinyl)pyrido[4,3-d]pyrimidin-4(3H)-one